ClC=1C=C(C=C(C1)F)C1=NC(=C2N1CCC(C2O)(F)F)C(F)(F)F 3-(3-chloro-5-fluorophenyl)-7,7-difluoro-1-(trifluoromethyl)-5,6,7,8-tetrahydroimidazo[1,5-a]pyridin-8-ol